BrC1=C(C=C2C(=NC(=NC2=C1F)Cl)N1C[C@H](N(C[C@@H]1C)C(=O)OC(C)(C)C)C)OC(F)F tert-butyl (2R,5S)-4-(7-bromo-2-chloro-6-(difluoromethoxy)-8-fluoroquinazolin-4-yl)-2,5-dimethylpiperazine-1-carboxylate